(1S,2R)-N,N-dibenzyl-1-phenyl-2-(4,4,5,5-tetramethyl-1,3,2-dioxaborolan-2-yl)heptan-1-amine C(C1=CC=CC=C1)N([C@@H]([C@@H](CCCCC)B1OC(C(O1)(C)C)(C)C)C1=CC=CC=C1)CC1=CC=CC=C1